FC=1C(=NC=C(C1)C(F)(F)F)N1C(SC2=C1C=CC(=C2)S)=O 3-(3-fluoro-5-(trifluoromethyl)-pyridin-2-yl)-6-mercaptobenzothiazol-2(3H)-one